1-ethyl-5,6,7,8-tetrahydro-1H-cyclopenta[b]naphthalene C(C)C1C=CC=2C1=CC=1CCCCC1C2